C(C(C)(C)C)(=O)OC=1C=C2CCN(CC2=CC1)C1=C(C=C(C=C1)C)NCC 2-(2-(ethylamino)-4-methylphenyl)-1,2,3,4-tetrahydroisoquinolin-6-yl pivalate